6-fluoropyridine-2-carboxylic acid FC1=CC=CC(=N1)C(=O)O